C(C)C1=CC=CC=2NN=NC21 ethylbenzotriazole